C1(=CC=CC=C1)C(=C1C=CCC=C1)C1=CC=CC=C1 4-diphenylmethylene-2,5-cyclohexadiene